4-(3-Chloro-5-fluorophenoxy)-6-methyl-1,6-dihydro-7H-pyrrolo[2,3-c]pyridin-7-one ClC=1C=C(OC=2C3=C(C(N(C2)C)=O)NC=C3)C=C(C1)F